(4-cyano-3-fluorophenyl)-boronic acid C(#N)C1=C(C=C(C=C1)B(O)O)F